N-(3-(4-fluorophenyl)-3-hydroxypropyl)-2-methoxynicotinamide FC1=CC=C(C=C1)C(CCNC(C1=C(N=CC=C1)OC)=O)O